3-(3,4,5-trimethoxyphenyl)prop-2-enoic acid COC=1C=C(C=C(C1OC)OC)C=CC(=O)O